O=C1NC(CCC1N1C(C2=CC=CC(=C2C1=O)NCCOCCCC(=O)NC)=O)=O 4-(2-((2-(2,6-dioxopiperidin-3-yl)-1,3-dioxoisoindol-4-yl)amino)ethoxy)-N-methylbutanamide